COC(=O)C1=CC=C(C=C1)[C@H]1N(CCC(C1)\C=C\OC)C(=O)OCC1=CC=CC=C1 benzyl (2S)-2-(4-(methoxycarbonyl)phenyl)-4-((E)-2-methoxyvinyl)piperidine-1-carboxylate